C1(=CC=CC=C1)C1=NC=CC2=CC=CC=C12.[Ir] iridium (1-phenyl-isoquinoline)